[6-(2,3-Dihydro-benzo[1,4]dioxin-5-yl)-2-methoxy-pyridin-3-yl]-(4-{[(1-methyl-piperidin-4-ylmethyl)-amino]-methyl}-phenyl)-amine O1CCOC2=C1C=CC=C2C2=CC=C(C(=N2)OC)NC2=CC=C(C=C2)CNCC2CCN(CC2)C